FC=1C=C2C(=NN(C2=CC1C1CCC(CC1)N1CCNCC1)C)N1C(NC(CC1)=O)=O 1-(5-fluoro-1-methyl-6-(4-(piperazin-1-yl)cyclohexyl)-1H-indazol-3-yl)dihydropyrimidine-2,4(1H,3H)-dione